NC1=C(C(=C(C=C1)C1=CC=CC=C1)N)C#N diamino-[1,1'-biphenyl]-3-carbonitrile